ClC1=NN(C2=NC(=NC=C21)Cl)CC(COC2=NN(C(=C2[N+](=O)[O-])C)C2CCOCC2)O 1-(3,6-dichloro-1H-pyrazolo[3,4-d]pyrimidin-1-yl)-3-((5-methyl-4-nitro-1-(tetrahydro-2H-pyran-4-yl)-1H-pyrazol-3-yl)oxy)propan-2-ol